NC1=C(C2=C(S1)C(=CC=C2C=2C(=C1C3=C(N=CN=C3C2F)N2[C@H](CO1)CNCC2)Cl)F)C#N 2-amino-4-((8aS)-6-chloro-4-fluoro-8,8a,9,10,11,12-hexahydropyrazino[2',1':3,4][1,4]oxazepino[5,6,7-de]quinazolin-5-yl)-7-fluorobenzo[b]thiophene-3-carbonitrile